ClC=1C=CN2N=C(N=C(C21)OC)N[C@@H]2[C@@H](CNCC2)F 5-chloro-N-((3R,4S)-3-fluoropiperidin-4-yl)-4-methoxypyrrolo[2,1-f][1,2,4]triazin-2-amine